C(C)N1CCC(CC1)NS(=O)(=O)C1=CC(=CC=C1)OC[C@H](CNC1COC2(C1)CCN(CC2)S(=O)(=O)C2=CC1=CC=CC=C1C=C2)O N-(1-ethylpiperidin-4-yl)-3-((2S)-2-hydroxy-3-(8-(naphthalen-2-ylsulfonyl)-1-oxa-8-azaspiro[4.5]decan-3-ylamino)propoxy)benzenesulfonamide